2-chloro-5-fluorobenzoyl chloride ClC1=C(C(=O)Cl)C=C(C=C1)F